N[C@H]1[C@@H](C1)C1=CC=C(C=C1)C1=C(C(=O)N)C=CC(=C1)N1CCN(CC1)C [4-[(1S,2R)-2-aminocyclopropyl]phenyl]-4-(4-methylpiperazin-1-yl)benzamide